norbornene-methanol phosphoramidite P(O)(N)OCC12C=CC(CC1)C2